BrC1=CC=C(C=C1)NC1=CC=NC2=CC=CC=C12 N-(4-bromophenyl)quinolin-4-amine